C(C)(C)(C)NC1=NC(=NN1C1=CC=C(C=C1)OC)C(F)F N-(tert-butyl)-1-(4-methoxyphenyl)3-(difluoromethyl)-1H-1,2,4-triazol-5-amine